C(=O)C1=C(C=CC=C1)SC1=C(C=CC(=C1)C(F)(F)F)CNS(=O)C(C)(C)C N-[[2-(2-formylphenyl)sulfanyl-4-(trifluoromethyl)phenyl]methyl]-2-methyl-propane-2-sulfinamide